C1(CC1)OC=1C(=CC2=CN(N=C2C1)[C@@H]1[C@H](C[C@@H](CC1)O)C)C(=O)NC=1C=NN2C=NC=CC21 |o1:13,14,16| rel-6-cyclopropoxy-2-((1S,2S,4R)-4-hydroxy-2-methylcyclohexyl)-N-(pyrazolo[1,5-c]pyrimidin-3-yl)-2H-indazole-5-carboxamide